BrC=1C=C2C(=CN1)NN=C2CN2CCCCC2 5-bromo-3-(piperidin-1-ylmethyl)-1H-pyrazolo[3,4-c]pyridine